ClC=1C=C(C(=O)O)C=CC1C(C1=C(C=CC=C1)OCOCC)=O 3-chloro-4-(2-(ethoxymethoxy)benzoyl)benzoic acid